CN(C(OC1=C(C(=C(C=C1)C=O)C)OC)=S)C O-(4-formyl-2-methoxy-3-methyl-phenyl) N,N-dimethylcarbamothioat